FC=1C=2N(C=C(C1)NC(=O)C1=C(C=C(C3=CN(N=C13)C)N1CCN(CC1)C(=O)OC(C)(C)C)NC)C=C(N2)C tert-butyl 4-[7-({8-fluoro-2-methylimidazo[1,2-a]pyridin-6-yl}carbamoyl)-2-methyl-6-(methylamino)indazol-4-yl]piperazine-1-carboxylate